COC(=C)C 2-methoxy-1-propene